C(#N)C1=C(C=CC(=C1COC=1C=C2C(=NC1)N(N=C2C)C2OCCCC2)F)NS(=O)(=O)C=2C(=NC=C(C2)F)OC N-(2-cyano-4-fluoro-3-(((3-methyl-1-(tetrahydro-2H-pyran-2-yl)-1H-pyrazolo[3,4-b]pyridin-5-yl)oxy)methyl)phenyl)-5-fluoro-2-methoxypyridine-3-sulfonamide